COC1=CC=C(C=C1)C1=COC2=CC(=CC=C2C1=O)OCC1=CC=C(C#N)C=C1 4-((3-(4-methoxyphenyl)-4-oxo-4H-chromen-7-oxy)methyl)benzonitrile